2-{[1-(1-methylethyl)-1H-pyrazol-3-yl]methoxy}-4-[5-(trifluoromethyl)-1,2,4-oxadiazol-3-yl]pyridine CC(C)N1N=C(C=C1)COC1=NC=CC(=C1)C1=NOC(=N1)C(F)(F)F